4-[3-[2,6-Dichloro-4-(2-methyl-1,3,3a,4,6,6a-hexahydropyrrolo[3,4-c]pyrrol-5-yl)benzoyl]-2,4-dihydro-1,3-benzoxazin-8-yl]-5-fluoro-2-morpholin-4-ylbenzoic acid ClC1=C(C(=O)N2COC3=C(C2)C=CC=C3C3=CC(=C(C(=O)O)C=C3F)N3CCOCC3)C(=CC(=C1)N1CC3C(C1)CN(C3)C)Cl